OC1=C(C(=CC(=C1)OCOC)OC)C(\C=C\C1=CC=C(C=C1)OC)=O (E)-1-[2-Hydroxy-6-methoxy-4-(methoxymethoxy)phenyl]-3-(4-methoxyphenyl)prop-2-en-1-one